C(C)(=O)OC1(CCNCC1C1=NC=CC(=C1F)NC1C(NC(CC1)=O)=O)O 1-[5-[[(2,6-dioxo-3-piperidinyl) amino]-3-fluoro-2-pyridinyl]-4-hydroxy-4-piperidinyl] acetate